anti-L-tryptophan N[C@@H](CC1=CNC2=CC=CC=C12)C(=O)O